OC(CCC(/C(/C#N)=C/C1=CC2=CC=C(C=C2C=C1)N1CCCCC1)=O)CO (E)-6,7-dihydroxy-3-oxo-2-((6-(piperidin-1-yl)naphthalen-2-yl)methylene)heptanenitrile